FC=1C(=C(C=CC1F)[C@@H]1[C@H](O[C@@]([C@H]1C)(C(F)(F)F)C)C(=O)NC=1C=C(C=NC1)C(=O)N)OC 5-[[(2S,3R,4S,5S)-3-(3,4-difluoro-2-methoxy-phenyl)-4,5-dimethyl-5-(trifluoromethyl)tetrahydrofuran-2-carbonyl]amino]pyridine-3-carboxamide